NC1=C(O[C@@H]2C[C@H](C2)C(=O)OC)C=CC(=C1)C(F)F methyl trans-3-(2-amino-4-(difluoromethyl)phenoxy)cyclobutane-1-carboxylate